9,9-Bis(2-carboxyethyl)2,7-di(2-naphthyl)fluorene C(=O)(O)CCC1(C2=CC(=CC=C2C=2C=CC(=CC12)C1=CC2=CC=CC=C2C=C1)C1=CC2=CC=CC=C2C=C1)CCC(=O)O